2-methoxy-4-((8-methylnon-6-enamido)methyl)phenyl 2-((methylamino)methyl)piperidine-1-carboxylate CNCC1N(CCCC1)C(=O)OC1=C(C=C(C=C1)CNC(CCCCC=CC(C)C)=O)OC